Chloro[(S,S)-N-[2-[2-(4-methylbenzyloxy)ethyl]amino-1,2-diphenylethyl]-p-toluenesulfonamide] ruthenium (II) [Ru+2].ClCC1=CC=C(C=C1)S(=O)(=O)N[C@H]([C@H](C1=CC=CC=C1)NCCOCC1=CC=C(C=C1)C)C1=CC=CC=C1